FC1=C(C=CC(=C1F)B1OC(C(O1)(C)C)(C)C)C=1C=NN(C1)C 4-[2,3-difluoro-4-(4,4,5,5-tetramethyl-1,3,2-dioxaborolan-2-yl)phenyl]-1-methyl-pyrazole